OC1=CC=C2[C@@H]([C@@]3(CCCC4=CC=CC=C34)OCC2=C1)C1=CC=C(C=C1)N1CCC(CC1)C=O 1-(4-((3R,4S)-7-hydroxy-3',4'-dihydro-2'H-spiro[isochromane-3,1'-naphthalen]-4-yl)phenyl)piperidine-4-carbaldehyde